O=S1(CCN(CC1)C(=O)C1CC2(CC(C2)NC(=O)NCC2=CC=C(C=C2)OC)C1)=O 1-(6-(1,1-dioxidothiomorpholine-4-carbonyl)spiro[3.3]heptan-2-yl)-3-(4-methoxybenzyl)urea